C(C)(=O)N1[C@@H]2[C@@H](N(C[C@H]1CC2)S(=O)(=O)C=2C=NC(=CC2)OC2=CC=C(C=C2)F)C(=O)NO (1s,2r,5r)-8-acetyl-3-((6-(4-fluorophenoxy)pyridin-3-yl)sulfonyl)-N-hydroxy-3,8-diazabicyclo[3.2.1]octane-2-carboxamide